4-((S)-2-((S)-2-amino-3-methylbutanamido)-5-ureidopentanamido)benzyl (2-(pyridin-2-yldisulfanyl)ethyl)carbamate N1=C(C=CC=C1)SSCCNC(OCC1=CC=C(C=C1)NC([C@H](CCCNC(=O)N)NC([C@H](C(C)C)N)=O)=O)=O